CC1(OB(OC1(C)C)C1=CC=C(C=C1)C=1C(=C(C(=C(C1)C1=CC=CC=C1)C1=CC=CC=C1)C1=CC=CC=C1)C1=CC=CC=C1)C 4,4,5,5-tetramethyl-2-(3',4',5'-triphenyl-[1,1':2',1''-terphenyl]-4-yl)-1,3,2-dioxaborolane